C1(=C(C=CC=C1)C1C(=O)OC1C)C α-tolyl-β-butyrolactone